(2,2'-dimethyl-[1,1'-biphenyl]-3,3'-diyl)bis(N-methyl-4,5,6,7-tetrahydrothiazolo[5,4-c]pyridine-2-carboxamide) CC1=C(C=CC=C1C1NCCC2=C1SC(=N2)C(=O)NC)C2=C(C(=CC=C2)C2NCCC1=C2SC(=N1)C(=O)NC)C